4-[1-(4-Fluorophenyl)-2-methoxy-ethyl]piperazine FC1=CC=C(C=C1)C(COC)N1CCNCC1